C(#N)[C@H]1N(CC(C1)(F)F)C(CNC(=O)C1=CC=NC2=CC=C(C=C12)C1=CC=C(OCCNC(=O)C2CCC(CC2)NC(OC(C)(C)C)=O)C=C1)=O tert-butyl (1r,4r)-4-(2-(4-(4-(2-((S)-2-cyano-4,4-difluoropyrrolidin-1-yl)-2-oxoethylcarbamoyl)quinolin-6-yl)phenoxy)ethylcarbamoyl)cyclohexylcarbamate